(2-chloro-5-formylphenyl)boronic acid ClC1=C(C=C(C=C1)C=O)B(O)O